(2-methyl-2H-tetrazol-5-yl)-1H-pyrrolo[2,3-c]pyridine CN1N=C(N=N1)N1C=CC=2C1=CN=CC2